C(#N)COC1=CC=C(C=C1)N1N=C(N=C1)C1=CC(=C(C=C1)NC(=O)\N=C\1/SCC(N1C1=C(C=CC(=C1)C)C(C)C)=O)C (Z)-1-(4-(1-(4-(cyanomethoxy)phenyl)-1H-1,2,4-triazol-3-yl)-2-methylphenyl)-3-(3-(2-isopropyl-5-methylphenyl)-4-oxothiazolidin-2-ylidene)urea